1-{[1-(4-chloro-3-fluorophenyl)-3-methyl-1H-1,2,4-triazol-5-yl]methyl}-3-{[1-(5-fluoroquinolin-7-yl)-1H-1,2,4-triazol-5-yl]methyl}urea ClC1=C(C=C(C=C1)N1N=C(N=C1CNC(=O)NCC1=NC=NN1C1=CC(=C2C=CC=NC2=C1)F)C)F